racemic-7-cyclobutoxy-N-(1-cyclopropyl-2-oxo-1,2-dihydropyridin-3-yl)-2-(1-methyl-2-oxabicyclo[2.2.1]heptan-4-yl)imidazo[1,2-a]pyridine-6-carboxamide C1(CCC1)OC1=CC=2N(C=C1C(=O)NC=1C(N(C=CC1)C1CC1)=O)C=C(N2)C21COC(CC2)(C1)C